C(C)C=1C=C(OCC(=O)O)C=C(C1CC1=CC(=C(C=C1)O)C(C)C)C 2-(3-ethyl-4-(4-hydroxy-3-isopropylbenzyl)-5-methylphenoxy)acetic acid